CC(C#C)O 3-butyn-2-ol